Cl.Cl.NCCC1C(N(CC1)C=1C=C2C=C(C(=NC2=CC1)N1CCNCC1)Cl)=O 3-(2-aminoethyl)-1-(3-chloro-2-piperazin-1-yl-6-quinolyl)pyrrolidin-2-one dihydrochloride